(S)-6-(Cyclopropylmethyl)-N-((S)-1-(5-(2-methyl-2H-indazol-5-yl)-1H-imidazol-2-yl)-7-oxononyl)-6-azaspiro[2.5]octan-1-carboxamid C1(CC1)CN1CCC2(C[C@@H]2C(=O)N[C@@H](CCCCCC(CC)=O)C=2NC(=CN2)C2=CC3=CN(N=C3C=C2)C)CC1